N1CC2(CC1)CC=1C(=NC(=CC1)O)O2 3H-spiro[furo[2,3-b]pyridin-2,3'-pyrrolidin]-6-ol